CC1=NC2=C3C(=C(C=C2C(N1)=O)O[C@H]1COCC1)OCCN3C (R)-2,10-dimethyl-6-((tetrahydrofuran-3-yl)oxy)-9,10-dihydro-3H-[1,4]oxazino[2,3-H]quinazolin-4(8H)-one